N-(3-((1s,3s)-3-(cyanomethyl)-1-(4-methyl-4H-1,2,4-triazol-3-yl)cyclobutyl)phenyl)-3,3-dimethyl-7-((methylamino)methyl)-2,3-dihydrofuro[3,2-b]pyridine-5-carboxamide C(#N)CC1CC(C1)(C1=NN=CN1C)C=1C=C(C=CC1)NC(=O)C1=CC(=C2C(=N1)C(CO2)(C)C)CNC